4-[2-(6-methyl-pyridin-2-yl)-6,7-dihydro-5H-imidazo[1,2-a]imidazol-3-yl]-quinoline CC1=CC=CC(=N1)C=1N=C2N(C1C1=CC=NC3=CC=CC=C13)CCN2